5-(1-methylsulfonylcyclopropyl)-N-[3-(4-phenylthiazol-2-yl)-1-bicyclo[1.1.1]pentanyl]furan-2-carboxamide CS(=O)(=O)C1(CC1)C1=CC=C(O1)C(=O)NC12CC(C1)(C2)C=2SC=C(N2)C2=CC=CC=C2